C(C)(C)[C@@H]1C(NCC(N1)=O)=O (3R)-3-isopropylpiperazine-2,5-dione